C(CCC)N1N=C(C(=C1CC(C)C)O)CC 1-n-butyl-5-isobutyl-3-ethyl-4-hydroxypyrazole